piperazin-1-yl-(4-(trifluoromethyl)phenyl)methanone N1(CCNCC1)C(=O)C1=CC=C(C=C1)C(F)(F)F